ClC1=C(C=CC(=C1)C(F)(F)F)C(C(=O)N)N1C=2N(C(C(=C1CC)N1CCNCC1)=O)N=C(N2)C2=CCC1(CC1(F)F)CC2 (2-chloro-4-(trifluoromethyl)phenyl)-2-(2-(1,1-difluorospiro[2.5]oct-5-en-6-yl)-5-ethyl-7-oxo-6-(piperazin-1-yl)-[1,2,4]triazolo[1,5-a]pyrimidin-4(7H)-yl)acetamide